FC1=C(C(=CC=C1)F)N1C(=NC2=CC(=C(C=C2C1=O)I)F)C 3-(2,6-difluorophenyl)-7-fluoro-6-iodo-2-methyl-quinazolin-4(3H)-one